4-amino-4'-chloro-5-((3-sulfamoylphenyl)amino)-[1,1'-biphenyl]-3-carboxamide NC1=C(C=C(C=C1NC1=CC(=CC=C1)S(N)(=O)=O)C1=CC=C(C=C1)Cl)C(=O)N